(S)-(1-cyano-2-(4-(1-ethyl-1H-pyrazol-4-yl)-2-fluorophenyl)ethyl)carbamic acid tert-butyl ester C(C)(C)(C)OC(N[C@@H](CC1=C(C=C(C=C1)C=1C=NN(C1)CC)F)C#N)=O